5-Amino-3-[4-[2-[[3-(3,3-dimethylcyclobutyl)isoxazol-5-yl]amino]-1-methyl-2-oxo-ethyl]phenyl]-1-isopropyl-pyrazole-4-carboxamide NC1=C(C(=NN1C(C)C)C1=CC=C(C=C1)C(C(=O)NC1=CC(=NO1)C1CC(C1)(C)C)C)C(=O)N